CC1(CC(=CC(C1N)(C)C)C1=CC=C(N)C=C1)C 3,3,5,5-Tetramethylbenzidine